ClC=1C=NN(C1C(=O)NC1=NC=C(C=C1F)C#CC=1SC=CC1)C1CCN(CC1)C(CC)=O 4-chloro-N-(3-fluoro-5-(thiophen-2-ylethynyl)pyridin-2-yl)-1-(1-propionylpiperidin-4-yl)-1H-pyrazole-5-carboxamide